2-[1-[2-[1-(3-Cyanophenyl)pyrazol-4-yl]-3,6-dimethyl-4-oxo-chromen-8-yl]ethylamino]benzoic acid C(#N)C=1C=C(C=CC1)N1N=CC(=C1)C=1OC2=C(C=C(C=C2C(C1C)=O)C)C(C)NC1=C(C(=O)O)C=CC=C1